di-(beta-hydroxyethyl) ether OCCOCCO